4-((1-(2-(3-(2,4-dioxotetrahydropyrimidin-1(2H)-yl)-4-methylphenoxy)acetyl)piperidin-4-yl)oxy)cyclohexane-1-carboxylic acid O=C1N(CCC(N1)=O)C=1C=C(OCC(=O)N2CCC(CC2)OC2CCC(CC2)C(=O)O)C=CC1C